ClC1=CC(=CC2=C(N(CN=C12)C#N)NC1=CC(=C(C=C1)F)Cl)N[C@@H](C=1N=CSC1)C=1N=NN(C1)C1CCN(CC1)CC (S)-8-chloro-4-((3-chloro-4-fluorophenyl)amino)-6-(((1-(1-ethylpiperidin-4-yl)-1H-1,2,3-triazol-4-yl)(thiazol-4-yl)methyl)amino)quinazoline-3-carbonitrile